NC=1C(=NC=C(N1)N1CCC2([C@@H](C=3N(N=CC3)C2)N)CC1)SC1=C2C(CN(C2=CC=C1)C(C)=O)(F)F (S)-1-(4-((3-amino-5-(4'-amino-4'h,6'h-spiro[piperidine-4,5'-pyrrolo[1,2-b]pyrazol]-1-yl)pyrazin-2-yl)thio)-3,3-difluoroindol-1-yl)ethan-1-one